CN(C(=O)C1=CC=C(C=C1)C1=CNC2=NC=C(N=C21)C2=CC(=C1CCN(CC1=C2)CCC(=O)O)C)C 3-(7-(7-(4-(dimethylcarbamoyl)phenyl)-5H-pyrrolo[2,3-b]pyrazin-2-yl)-5-methyl-3,4-dihydroisoquinolin-2(1H)-yl)propanoic acid